N-(4-([1,2,4]triazolo[1,5-a]pyridin-7-yloxy)-2-fluorophenyl)-7-bromo-6-chloropyrido[3,2-d]pyrimidin-4-amine N=1C=NN2C1C=C(C=C2)OC2=CC(=C(C=C2)NC=2C1=C(N=CN2)C=C(C(=N1)Cl)Br)F